[NH4+].[NH4+].FC1CCN(CC1)C1=NC(=NC=C1)NC1CC2(CC(C2)OC2=C(C(=O)N)C=CC=N2)C1 2-(((2S,4s,6S)-6-((4-(4-fluoro-piperidin-1-yl)pyrimidin-2-yl)amino)spiro[3.3]heptan-2-yl)oxy)nicotinamide diammonium